C(C1=CC=CC=C1)OC=1C=C(C2=CC=CC=C2C1)N1CC=2N=C(N=C(C2CC1)N1C[C@H]2CC[C@@H](C1)N2)OCC21CCCN1CCC2 7-(3-(Benzyloxy)naphthalen-1-yl)-4-((1R,5S)-3,8-diazabicyclo[3.2.1]octan-3-yl)-2-((tetrahydro-1H-pyrrolizin-7a(5H)-yl)methoxy)-5,6,7,8-tetrahydropyrido[3,4-d]pyrimidine